FC(C1=CC=CC(=N1)NC(=O)C=1C(=CC=2N(C1)C=C(N2)C2CCC(CC2)CN2CCC(CC2)C2=C(C=C(C=C2)C2C(NC(CC2)=O)=O)F)OC(C)C)F N-[6-(difluoromethyl)-2-pyridinyl]-2-[4-[[4-[4-(2,6-dioxo-3-piperidinyl)-2-fluoro-phenyl]-1-piperidinyl]methyl]cyclohexyl]-7-isopropoxy-imidazo[1,2-a]pyridine-6-carboxamide